5-(7-chloro-6-fluoro-2-methyl-4-(methylthio)-1H-pyrrolo[3,2-c][1,6]naphthyridin-1-yl)-2-azabicyclo[2.1.1]hexane-2-carboxylate ClC=1N=CC=2C3=C(C(=NC2C1F)SC)C=C(N3C3C1CN(C3C1)C(=O)[O-])C